methyl (5S)-3-((2-((S)-(((benzyloxy)carbonyl)amino)(cycloheptyl)methyl)imidazo[1,2-b]pyridazin-7-yl)methyl)-2-oxo-5-(trifluoromethyl)pyrrolidine-3-carboxylate C(C1=CC=CC=C1)OC(=O)N[C@H](C=1N=C2N(N=CC(=C2)CC2(C(N[C@@H](C2)C(F)(F)F)=O)C(=O)OC)C1)C1CCCCCC1